CC1CN(CC(C1)C)CC(=O)NC=1C=C(C(=NC1)C)NC(=O)C=1C=C2C(=NC1)NC(=C2)C=2C=NN(C2)C N-(5-(2-(3,5-dimethylpiperidin-1-yl)acetamido)-2-methylpyridin-3-yl)-2-(1-methyl-1H-pyrazol-4-yl)-1H-pyrrolo[2,3-b]pyridine-5-carboxamide